C(CC)OC1=CC=C(C=C1)C(C)C p-propoxyphenyl-dimethyl-methane